ClC1=C(C=C(C(=O)N)C=C1[N+](=O)[O-])OCCCOC(C)([Si](C)(C)C)C 4-chloro-3-[3-(1-methyl-1-trimethylsilyl-ethoxy)propoxy]-5-nitro-benzamide